3-((5-(3-fluorophenyl)pyrimidin-2-yl)amino)-N-(2-(5-methylfuran-2-yl)ethyl)benzamide FC=1C=C(C=CC1)C=1C=NC(=NC1)NC=1C=C(C(=O)NCCC=2OC(=CC2)C)C=CC1